triethanol aminosalicylate NOC=1C(C(=O)O)=CC=CC1.C(C)O.C(C)O.C(C)O